2-decyltetradecanoic acid amide C(CCCCCCCCC)C(C(=O)N)CCCCCCCCCCCC